C(C)(C)(C)OC(=O)N1CCC(CC1)N1C(C2=CC=C(C=C2C=C1)Br)=O 4-(6-bromo-1-oxoisoquinolin-2(1H)-yl)piperidine-1-carboxylic acid tert-butyl ester